FC1(CN(C[C@H]1NC1=CC(=C(C=C1)C)C(N[C@H](C)C1=CC=C(C2=CC=CC=C12)C#CC1CCN(CC1)CC1CCNCC1)=O)C(=O)OC(C)(C)C)F tert-butyl (R)-3,3-difluoro-4-((4-methyl-3-(((R)-1-(4-((1-(piperidin-4-ylmethyl)piperidin-4-yl)ethynyl)naphthalen-1-yl)ethyl)carbamoyl)phenyl)amino)pyrrolidine-1-carboxylate